3-(vinyloxy)pyrrolidine-1-carboxylic acid tert-butyl ester C(C)(C)(C)OC(=O)N1CC(CC1)OC=C